N1(C=NC=C1)C=1C=NC2=CC=C(C=C2N1)C(=O)C=1C=C(C=CC1F)NC(=O)NC1=CC=C(C=C1)F 1-(3-(3-(1H-imidazol-1-yl)quinoxaline-6-carbonyl)-4-fluorophenyl)-3-(4-fluorophenyl)urea